2-(2-(5-cyclopropyl-3-(2-(trifluoromethoxy)phenyl)isoxazol-4-yl)-7-azaspiro[3.5]non-1-en-7-yl)-4-fluorobenzo[d]thiazole-6-carboxylic acid C1(CC1)C1=C(C(=NO1)C1=C(C=CC=C1)OC(F)(F)F)C1=CC2(C1)CCN(CC2)C=2SC1=C(N2)C(=CC(=C1)C(=O)O)F